CS(=O)(=O)OC methanol mesilate